C(C=C)(=O)OCCCC[Si](OC)(C)C acryloxybutyl-dimethyl-methoxysilane